COC1=C(C=C(C=C1C)C1=NNC(C2=CC=CC=C12)=O)C 4-(4-Methoxy-3,5-dimethylphenyl)-1(2H)-phthalazinone